BrC1=C2C(=NC=C1)N(C(=C2)C#N)S(=O)(=O)C2=CC=C(C)C=C2 4-bromo-1-tosyl-1H-pyrrolo[2,3-b]Pyridine-2-carbonitrile